FC(C=1C(=C(C=CC1)[C@@H](C)NC=1C2=C(N=C(N1)C)C=NC(=C2)P2(CCN(CC2)C)=O)F)F 4-[4-({(1R)-1-[3-(difluoromethyl)-2-fluorophenyl]ethyl}amino)-2-methylpyrido[3,4-d]pyrimidin-6-yl]-1-methyl-1,4lambda5-azaphosphinan-4-one